2,6-dimethylpiperazine CC1NC(CNC1)C